2'-O-propyl-guanosine tert-butyl-4-[5-[(2,6-dibenzyloxy-3-pyridyl)amino]-3-(trifluoromethyl)-2-pyridyl]piperazine-1-carboxylate C(C)(C)(C)C1N(CCN(C1)C1=NC=C(C=C1C(F)(F)F)NC=1C(=NC(=CC1)OCC1=CC=CC=C1)OCC1=CC=CC=C1)C(=O)OC[C@@H]1[C@H]([C@H]([C@@H](O1)N1C=NC=2C(=O)NC(N)=NC12)OCCC)O